CC=1C=C2CCC(NC2=CC1)C=1C=NOC1 4-(6-methyl-1,2,3,4-tetrahydroquinoline-2-yl)isoxazole